CN(CCCNC(C(=C)C)=O)C N-(3-(dimethylamino)propyl)-methacrylamide